BrC=1C=C(C(=O)N)C=C(C1)OC(F)(F)F 3-bromo-5-(trifluoromethoxy)benzamide